N-(7-ethoxy-4-(1-methyl-3-phenyl-1H-pyrazol-4-yl)pyrido[3,2-d]pyrimidin-6-yl)-3-oxabicyclo[3.1.0]hexane-1-carboxamide C(C)OC1=CC=2N=CN=C(C2N=C1NC(=O)C12COCC2C1)C=1C(=NN(C1)C)C1=CC=CC=C1